8-cyclopentyl-2-[[5-(1,4-dioxa-8-azaspiro[4.5]dec-8-yl)-2-pyridinyl]amino]-6-iodo-5-methylpyrido[2,3-d]pyrimidin-7-one C1(CCCC1)N1C(C(=C(C2=C1N=C(N=C2)NC2=NC=C(C=C2)N2CCC1(OCCO1)CC2)C)I)=O